2-(1-methyl-1H-pyrazol-4-yl)-N-(2-methyl-5-(2-(4-methylpiperazin-1-yl)acetamido)pyridin-3-yl)pyrazolo[5,1-b]thiazole-7-carboxamide CN1N=CC(=C1)C1=CN2C(S1)=C(C=N2)C(=O)NC=2C(=NC=C(C2)NC(CN2CCN(CC2)C)=O)C